3-FORMYL-1H-PYRROLO[3,2-B]PYRIDINE-5-CARBOXYLIC ACID C(=O)C1=CNC=2C1=NC(=CC2)C(=O)O